FC(CCCO)(C(F)(F)F)F 4,4,5,5,5-penta-fluoropentanol